N-methoxy-N-methyl-oxetane-3-carboxamide CON(C(=O)C1COC1)C